C(CCCC#C)S(=O)(=O)N=[N+]=[N-] hex-5-yne-1-sulfonyl azide